C(C1=CC=CC=C1)(C1=CC=CC=C1)N1CCC(CC1)N1CC2=CC=C(C=C2CC1)OC(F)(F)F 2-(1-benzhydryl-piperidin-4-yl)-6-(trifluoromethoxy)-1,2,3,4-tetrahydroisoquinoline